C[C@@H]1C[C@H](CNC1)O |r| rac-(3R,5R)-5-methyl-piperidin-3-ol